ClC=1C=CC(=C(C1)C1=C(C=C(C=C1)C(=O)N[C@H](CCC)C1=CC=CC=C1)C1=NOC(N1)=S)C1=NC2=C(N1)C=CC(=C2)OC 5'-chloro-2'-(5-methoxy-1H-1,3-benzodiazol-2-yl)-N-[(1R)-1-phenylbutyl]-2-(5-sulfanylidene-4,5-dihydro-1,2,4-oxadiazol-3-yl)-[1,1'-biphenyl]-4-carboxamide